NC(CCCCC)C=1NC=C[N+]1C 1-aminohexyl-3-methylimidazolium